4,4-difluoro-5-methyl-1,3-dioxolane-2-one FC1(OC(OC1C)=O)F